C(=O)(OC(C)(C)C)NN=C(C1=CC=CC=C1)C1=CC=CC=C1 N-Boc-benzophenone hydrazone